N1(CCOCC1)C1=CC=CC=2N1N=CC2N 7-(morpholin-4-yl)pyrazolo[1,5-a]pyrid-3-ylamine